C(C=C)(=O)OCCCCN(C)C 4-(dimethylamino)butyl acrylate